BrC1=CC=C(C=C1)COC1CCN(CC1)C 4-((4-bromophenylmethyl)oxy)-1-methylpiperidine